BrCCCCCC(CCC)OC1OCCN1 2-[(9-Bromononan-4-yl)oxy]oxazolidine